dimethylethyl-germanium C[Ge](CC)C